C(C)(C)(C)[Si](OCC(CN(S(=O)=O)CCl)O)(C)C N-(3-{[tert-butyl-(dimethyl)silyl]oxy}-2-hydroxypropyl)-1-chloro-N-methylsulfonamide